(4bS,9bS)-9b-amino-7-bromo-4b-hydroxy-4-nitro-4b,9b-dihydro-10H-indeno[1,2-b]benzofuran-10-one N[C@@]12[C@@](OC3=C1C=CC(=C3)Br)(C3=C(C=CC=C3C2=O)[N+](=O)[O-])O